COC=1C=C(C=CC1OC)C1=C(C=CC=C1)NC1=CC=C(C=C1)C1=NN=C(S1)NC(C)=O N-{5-(4-{[2-(3,4-dimethoxyphenyl)phenyl]amino}phenyl)-1,3,4-thiadiazol-2-yl}acetamide